P(SCC1=CC=CC=C1)(OCC)(OCC)=O S-benzyl O,O-diethyl phosphorothioate